O1C=C(C2=C1C=CC=C2)C2=NON=C2C 3-(benzofuran-3-yl)-4-methyl-1,2,5-oxadiazole